4,7,8,9-Tetra-O-acetyl-N-acetylneuraminic acid methyl ester COC(=O)C1(O)C[C@H](OC(C)=O)[C@@H](NC(C)=O)[C@@H](O1)[C@H](OC(C)=O)[C@H](OC(C)=O)COC(C)=O